3-Chlorophenyl 3-deoxy-3-[4-(3,4,5-trifluorophenyl)-1H-1,2,3-triazol-1-yl]-1-thio-α-D-galactopyranoside FC=1C=C(C=C(C1F)F)C=1N=NN(C1)[C@@H]1[C@H]([C@@H](SC2=CC(=CC=C2)Cl)O[C@@H]([C@@H]1O)CO)O